N[C@H]1CN(CCCC1)C=1C2=C(N=C(N1)OCC13CCCN3CCC1)C(=C(N=C2)C2=CC(=CC1=CC=C(C(=C21)C#C)F)O)F 4-{4-[(3R)-3-aminoazepan-1-yl]-8-fluoro-2-(hexahydropyrrolizin-7a-ylmethoxy)pyrido[4,3-d]pyrimidin-7-yl}-5-ethynyl-6-fluoronaphthalen-2-ol